C1(=CC=CC=C1)N(NN1CCCCC1)C1=CC=CC=C1 1,1-diphenyl-2-piperidinylhydrazine